ClC1=C2C=C(N(C2=CC(=C1)OC)C)C(=O)N[C@@]1(COCC1)C1=CC=C(C(=O)O)C=C1 |r| (±)-4-[3-(4-chloro-6-methoxy-1-methyl-1H-indole-2-amido)oxolan-3-yl]benzoic acid